2-(3-chloropropyl)-7-hydroxy-2-methyl-8-(5-methyl-2-(prop-1-en-2-yl)phenyl)-5-pentyl-4H-benzo[d][1,3]dioxin-4-one ClCCCC1(OC(C2=C(O1)C(=C(C=C2CCCCC)O)C2=C(C=CC(=C2)C)C(=C)C)=O)C